C(C)(C)(C)OC(=O)N1CCN(CC1)C1=CC=C(C=C1)NC1=NC2=CC=C(C=C2C(=C1)C(F)(F)F)N N-(4-(4-(tert-butoxycarbonyl)piperazin-1-yl)phenyl)-6-amino-4-trifluoromethylquinolin-2-amine